CC(C1=CC=CC=C1)OC(O[C@]1(O[C@H]([C@@H]([C@@H]1O)O)C1=CC=C2C(=NC=NN21)N)C#N)=O carbonic acid ((2R,3S,4R,5S)-5-(4-aminopyrrolo[2,1-f][1,2,4]triazin-7-yl)-2-cyano-3,4-dihydroxytetrahydrofuran-2-yl) methylbenzyl ester